1-(4-((4-((2-fluoro-4-((2-((3R,4S)-3-fluoro-4-methoxypyrrolidin-1-yl)pyridin-4-yl)oxy)phenyl)amino)-7-methoxyquinazolin-6-yl)amino)piperidin-1-yl)prop-2-en-1-one FC1=C(C=CC(=C1)OC1=CC(=NC=C1)N1C[C@H]([C@H](C1)OC)F)NC1=NC=NC2=CC(=C(C=C12)NC1CCN(CC1)C(C=C)=O)OC